BrC1=NNC2=C(C=CC=C12)C(=O)OC methyl 3-bromo-1H-indazole-7-carboxylate